C(C)(=O)C=1C(OC2=C(C1N1CCOCC1)C=CC(=C2)NC2=NC=CC(=N2)C2=C(C=CC=C2)OC(F)(F)F)=O 3-acetyl-7-{[4-(2-trifluoromethoxyphenyl)pyrimidin-2-yl]amino}-4-morpholinyl-2H-benzopyran-2-one